CC1=CC=C(C=C1)S(=O)(=O)OCCOCCOCCOCCOC1=CC(=C(C=C1)C(NC1C(NC(CC1)=O)=O)=O)F 2-[2-[2-[2-[4-[(2,6-dioxo-3-piperidyl)carbamoyl]-3-fluoro-phenoxy]ethoxy]ethoxy]ethoxy]ethyl 4-methylbenzenesulfonate